tert-butyl 7-oxo-1-azaspiro[3.5]nonane-1-carboxylate O=C1CCC2(CCN2C(=O)OC(C)(C)C)CC1